Cl.Cl.COC1(CCNCC1)CN1C[C@H](O[C@H](C1)C)C (2R,6S)-4-[(4-methoxypiperidin-4-yl)methyl]-2,6-dimethylmorpholine dihydrochloride